4-ethoxy-cyclopentene C(C)OC1CC=CC1